tert-butyldiphenylcyanosilane C(C)(C)(C)[Si](C#N)(C1=CC=CC=C1)C1=CC=CC=C1